BrC1=C(N(N=C1)C)COCCN(C(OC(C)(C)C)=O)C tert-butyl N-[2-[(4-bromo-2-methyl-pyrazol-3-yl) methoxy] ethyl]-N-methyl-carbamate